1-(cyclopropylmethyl)-4-(4-(quinoline-8-sulfonylamino)benzoyl)piperazin-1-ium hemi-sulfate sesquihydrate O.S(=O)(=O)([O-])[O-].C1(CC1)C[NH+]1CCN(CC1)C(C1=CC=C(C=C1)NS(=O)(=O)C=1C=CC=C2C=CC=NC12)=O.O.O.C1(CC1)C[NH+]1CCN(CC1)C(C1=CC=C(C=C1)NS(=O)(=O)C=1C=CC=C2C=CC=NC12)=O